2-(2-chlorophenyl)-7-(3-fluoroisoquinolin-4-yl)-5,7-diazaspiro[3.4]octane-6,8-dione ClC1=C(C=CC=C1)C1CC2(C1)NC(N(C2=O)C2=C(N=CC1=CC=CC=C21)F)=O